O=S1(C(=C2CN(C=3C=CC=CC3C2=C1S(=O)(=O)C1=C(C=CC=C1)C)S(=O)(=O)C1=CC=C(C)C=C1)C1=CC=CC=C1)=O 2,2-dioxo-1-(2-methylbenzenesulfonyl)-3-phenyl-5-(4-toluenesulfonyl)-4,5-dihydrothieno[3,4-c]quinoline